4-amino-2'-bromo-5'-methyl-spiro[cyclohexane-1,1'-indene]-4-carboxylic acid NC1(CCC2(C(=CC3=CC(=CC=C23)C)Br)CC1)C(=O)O